FC1=NC=CC(=C1)C1=C(C=C2C(CCO2)=C1N)C 5-(2-Fluoropyridin-4-yl)-6-methyl-2,3-dihydrobenzofuran-4-amine